[Cl-].FC=1C=C(C=CC1OC)C1=CN=C2N1C=CN=C2NC2=CC(=C(C(=O)N(C)CCOCC[N+](C)(C)C)C=C2)C 2-(2-(4-((3-(3-Fluoro-4-methoxyphenyl)imidazo[1,2-a]pyrazin-8-yl)amino)-N,2-dimethylbenzamido)ethoxy)-N,N,N-trimethylethan-1-aminium chloride